1-cyano-N-(3-propoxy-4-(1H-pyrazol-5-yl)phenyl)piperidine-3-carboxamide C(#N)N1CC(CCC1)C(=O)NC1=CC(=C(C=C1)C1=CC=NN1)OCCC